CC1=CC=C(C=C1)S(=O)(=O)OCCOCCOC=1C=CC=2N(C1)C=C(N2)C2=CC=C(C=C2)C=2C(=NC(=CC2)N(C)C)F 2-[2-[2-[4-[6-(dimethylamino)-2-fluoranyl-pyridin-3-yl]phenyl]imidazo[1,2-a]pyridin-6-yl]oxyethoxy]ethyl 4-methylbenzenesulfonate